(2R,6R)-4-(8-iodo-5-quinolyl)-6-methyl-morpholine-2-carboxylic acid IC=1C=CC(=C2C=CC=NC12)N1C[C@@H](O[C@@H](C1)C)C(=O)O